CN1C(CC(C1)CN1C=NC=2C1=NC(=CC2N2CCOCC2)NN=C(C)C=2C=C(C=CC2)C)=O 1-methyl-4-((7-morpholino-5-(2-(1-(m-tolyl)ethylidene)hydrazinyl)-3H-imidazo[4,5-b]pyridin-3-yl)methyl)pyrrolidin-2-one